1,3-dimethoxy-4,6-bis(benzhydryl)benzene COC1=CC(=C(C=C1C(C1=CC=CC=C1)C1=CC=CC=C1)C(C1=CC=CC=C1)C1=CC=CC=C1)OC